C(C1=CC=CC=C1)OC1=NC(=CC=C1C1=NN(C2=CC(=CC=C12)C=1CCN(CC1)C[C@@H]1[C@@H](CN(CC1)C(=O)OC(C)(C)C)F)C)OCC1=CC=CC=C1 tert-butyl (3S,4R)-4-[[4-[3-(2,6-dibenzyloxy-3-pyridyl)-1-methyl-indazol-6-yl]-3,6-dihydro-2H-pyridin-1-yl]methyl]-3-fluoro-piperidine-1-carboxylate